[N+](=O)([O-])[O-].[In+3].[N+](=O)([O-])[O-].[N+](=O)([O-])[O-] indium nitrate salt